CN(C)CCC[Si](OC)(OC)C (N,N-dimethyl)aminopropylmethyldimethoxysilane